1-(4-(4-amino-5-(4-amino-2-fluorophenyl)pyrrolo[2,1-f][1,2,4]triazin-7-yl)piperidine-1-yl)-2-methylpropan-1-one NC1=NC=NN2C1=C(C=C2C2CCN(CC2)C(C(C)C)=O)C2=C(C=C(C=C2)N)F